4-((1,5-Dimethyl-4-oxo-4,5-dihydro-1H-pyrazolo[4,3-c]pyridin-3-yl)amino)-N-(methyl-d3)-6-((1-methyl-1H-pyrazol-3-yl)amino)nicotinamide CN1N=C(C=2C(N(C=CC21)C)=O)NC2=CC(=NC=C2C(=O)NC([2H])([2H])[2H])NC2=NN(C=C2)C